C(C)(C)C1=C(NC=2C1=NC(=CC2)N2CCN(CC2)C)C=2C(=C(C=1N(C2)N=CN1)C)C 6-(3-isopropyl-5-(4-methylpiperazin-1-yl)-1H-pyrrolo[3,2-b]pyridin-2-yl)-7,8-dimethyl-[1,2,4]triazolo[1,5-a]pyridine